C1=CC=CC=2[C@@]34CCCC[C@H]3[C@@H](CC12)[N-]CC4 morphinanid